1-methylpyridinium fluoride [F-].C[N+]1=CC=CC=C1